ClC1=C(C=NC=C1)C(=O)OC methyl 4-chloropyridine-3-carboxylate